BrCCCCCCO[Si](OC(O)CCCCCCCCCCCCCC)(C)C ((6-bromohexyl)oxy)dimethyl-((oxahexadecan-2-yl)oxy)silane